pyrido[2,3-c]pyridazin-5-one N1=NC=CC2=C1N=CCC2=O